C1(=CC=CC=C1)C(C1=CC=CC=C1)=NC1=NC=C(C(=C1)C1=C(C=NC(=C1)C)C(=O)O)OC 2'-((diphenylmethylene)amino)-5'-methoxy-6-methyl-(4,4'-bipyridine)-3-carboxylic acid